B(O)(O)O.Cl[SiH](C)C chlorodimethyl-silane borate